lithium 1,1-dimethyl-2-propynylsulfate CC(C#C)(C)OS(=O)(=O)[O-].[Li+]